(S)-N'-[5-chloro-4-(pyrazolo[1,5-a]pyridin-3-yl)pyrimidin-2-yl]-4-[3-(dimethylamino)pyrrolidin-1-yl]-6-methoxybenzene-1,3-diamine ClC=1C(=NC(=NC1)NC=1C=C(C(=CC1N1C[C@H](CC1)N(C)C)OC)N)C=1C=NN2C1C=CC=C2